ClC=1C=C(CN(C)CC=2N=C3N(C(=NC=4C(=CC=CC34)C=3C=NN(C3)CC)N)C2)C=CC1 2-(((3-chlorobenzyl)-(methyl)amino)-methyl)-7-(1-ethyl-1H-pyrazol-4-yl)imidazo[1,2-c]-quinazolin-5-amine